C(C)(C)(C)OC(=O)C1=C(N=C(S1)NC(=O)N1C[C@H](CC1)NC1=NC=CC2=CC=C(C=C12)C1=NOC(=N1)C)C 4-methyl-2-[[(3S)-3-[[7-(5-methyl-1,2,4-oxadiazol-3-yl)-1-isoquinolinyl]amino]pyrrolidine-1-carbonyl]amino]thiazole-5-carboxylic acid tert-butyl ester